tert-butyl 5-methyl-1-oxido-7,8-dihydro-5H-1,6-naphthyridin-1-ium-6-carboxylate CC1C=2C=CC=[N+](C2CCN1C(=O)OC(C)(C)C)[O-]